5-Amino-3-[4-(1-[[3-(2,4-dichlorophenyl)-1,2-oxazol-5-yl]carbamoyl]ethyl)phenyl]-1-isopropylpyrazole-4-carboxamide NC1=C(C(=NN1C(C)C)C1=CC=C(C=C1)C(C)C(NC1=CC(=NO1)C1=C(C=C(C=C1)Cl)Cl)=O)C(=O)N